CCCCCCC(CCCCCCC)OCC1=CC=C(O1)CS(=O)(=O)O.C12CCCCC1OS2(=O)=O cyclohexanesultone (5-((Tetradecan-7-yloxy)methyl)furan-2-yl)methanesulfonate